C(CCN[C@@H](CC(=O)O)C(=O)O)N[C@@H](CC(=O)O)C(=O)O N,N'-1,3-propanediylbis(aspartic acid)